tert-butyl trans-3-amino-4-(4-(trifluoromethyl)benzyloxy)piperidine-1-carboxylate N[C@@H]1CN(CC[C@H]1OCC1=CC=C(C=C1)C(F)(F)F)C(=O)OC(C)(C)C